benzyl 4,4-difluoro-3-(5-((methylsulfonyl)methyl)-6-oxo-1,6-dihydropyridin-3-yl)piperidine-1-carboxylate FC1(C(CN(CC1)C(=O)OCC1=CC=CC=C1)C1=CNC(C(=C1)CS(=O)(=O)C)=O)F